N-(2-aminoethyl)-pyridinium chloride hydrochloride Cl.[Cl-].NCC[N+]1=CC=CC=C1